Lithium (2R,3R)-3-cyclopropyl-1-((R)-p-tolylsulfinyl)aziridine-2-carboxylate C1(CC1)[C@@H]1[C@@H](N1[S@](=O)C1=CC=C(C=C1)C)C(=O)[O-].[Li+]